C(C)(C)(C)C1=CC=C(C=2C(N=C3N(C12)C1=CC=C(C=C1C3(C)C)C=3C=NNC3)=O)Cl tert-butyl-4-chloro-7,7-dimethyl-9-(1H-pyrazol-4-yl)indolo[1,2-a]quinazolin-5(7H)-one